COC/C=C/C(=O)O (E)-4-methoxy-2-butenoic acid